NC(C)C=1OC=C(N1)C(=O)O 2-(1-aminoethyl)-1,3-oxazole-4-carboxylic acid